(3R,5aS,6R,8aS,9R,10R,12R,12aR)-N,N-diethyl-3,6,9-trimethyldecahydro-12H-3,12-epoxypyrano[4,3-j][1,2]benzodioxepin-10-carboxamide C(C)N(C(=O)[C@H]1[C@@H]([C@@H]2CC[C@H]([C@@H]3CC[C@]4(OO[C@]32[C@H](O1)O4)C)C)C)CC